ONC(=N)C1=CC=C(C(=O)N2C[C@H]([C@@H](C2)C(=O)N[C@@H]2[C@H](C2)C2=CC=CC=C2)C(=O)N[C@@H]2[C@H](C2)C2=CC=CC=C2)C=C1 (3S,4S)-1-(4-(N-hydroxycarbamimidoyl)benzoyl)-N3,N4-bis((1S,2R)-2-phenylcyclopropyl)pyrrolidine-3,4-dicarboxamide